4'-(tert-butyl)-3-methyl-5-nitro-[1,1'-biphenyl]-4-Formaldehyde C(C)(C)(C)C1=CC=C(C=C1)C1=CC(=C(C(=C1)[N+](=O)[O-])C=O)C